[5-(chloromethyl)thiazol-2-yl]{4-[3-(2-morpholinoethoxy)phenyl]Indolin-1-yl}methanone ClCC1=CN=C(S1)C(=O)N1CCC2=C(C=CC=C12)C1=CC(=CC=C1)OCCN1CCOCC1